CCCC#CCCC 4-Octyne